C(CCC)C1=NC=2C(=C(N=NC2Cl)Cl)N1CC1=CC=C(CNC(OC(C)(C)C)=O)C=C1 tert-butyl (4-((2-butyl-4,7-dichloro-1H-imidazo[4,5-d]pyridazin-1-yl)methyl)benzyl)carbamate